NC1=C(C(=CC(=C1)Br)F)NC1CC(C1)(O)C (cis)-3-(2-amino-4-bromo-6-fluorophenylamino)-1-methylcyclobutanol